TETRAETHYL-PHOSPHONIUM C(C)[P+](CC)(CC)CC